bis(trimethylsilyl) thiophene-2,5-dicarboxylate S1C(=CC=C1C(=O)O[Si](C)(C)C)C(=O)O[Si](C)(C)C